methyl 4-(3-(dimethoxymethyl) azetidin-1-yl)-2-formylbenzoate COC(C1CN(C1)C1=CC(=C(C(=O)OC)C=C1)C=O)OC